n-triacontyl-dimethylchlorosilane C(CCCCCCCCCCCCCCCCCCCCCCCCCCCCC)[Si](Cl)(C)C